7-((cyclohexylamino)methyl)-3,3-dimethyl-2,3-dihydrofuro[3,2-b]pyridine-5-carboxamide C1(CCCCC1)NCC1=C2C(=NC(=C1)C(=O)N)C(CO2)(C)C